C(CCCCC)C=1OCCCN1 2-hexyl-4,5-dihydro-1,3-oxazine